NC1=C(C=2C(=NC=C(C2)Cl)N1C1=C(C(=CC(=C1C)OC)F)C)C(=O)N 2-amino-5-chloro-1-(3-fluoro-5-methoxy-2,6-dimethylphenyl)-1H-pyrrolo[2,3-b]pyridine-3-carboxamide